allyl-(2-di-tert-butylphosphino-2',4',6'-triisopropyl-1,1'-biphenyl) triflate palladium (II) [Pd+2].[O-]S(=O)(=O)C(F)(F)F.C(C=C)C=1C(=C(C=CC1)C1=C(C=C(C=C1C(C)C)C(C)C)C(C)C)P(C(C)(C)C)C(C)(C)C.[O-]S(=O)(=O)C(F)(F)F